[Na+].[Ca+2].P(=O)([O-])([O-])[O-].OC=1[C@H](OC(C1O)=O)[C@H](CO)O vitamin C phosphate calcium sodium salt